ClCC(=O)N(C)C1NC(NC(N1)NCCCCNC(CCl)=O)NC1=C2C=CN=CC2=CC=C1 2-Chloro-N-[4-({4-[(2-chloroacetyl)amino]butyl}amino)-6-(isoquinolin-5-ylamino)-1,3,5-triazacyclohexan-2-yl]-N-methylacetamide